(((3aR,4R,6R,6aS)-2,2-dimethyl-6-(4-methyl-7H-pyrrolo[2,3-d]pyrimidin-7-yl)tetrahydro-4H-cyclopenta[d][1,3]dioxol-4-yl)methyl)carbamate CC1(O[C@H]2[C@@H](O1)[C@@H](C[C@@H]2CNC([O-])=O)N2C=CC1=C2N=CN=C1C)C